2-(4-methoxybenzyl)-6-(pyridine-2-yl)-4-(trifluoromethyl)-4,5-dihydropyridazin-3(2H)-one COC1=CC=C(CN2N=C(CC(C2=O)C(F)(F)F)C2=NC=CC=C2)C=C1